indeno[cd]pyrene C1=CC=2C=CC=C3C=C4C5=C(C=CC1=C5C32)C3=CC=CC=C34